C(=CCCCCCCCCCC)OC[C@@H](OC=CCCCCCCCCCC)COP(=O)([O-])OCC[N+](C)(C)C 1,2-di-dodecenyl-sn-glycero-3-phosphocholine